C(C)(C)(C)OC(N(C)CCN(C)C=1SC(=NN1)N)=O (2-((5-amino-1,3,4-thiadiazol-2-yl)(methyl)amino)ethyl)(methyl)carbamic acid tert-butyl ester